BrC1=NC(=C(C(=N1)C)C#N)C 2-bromo-4,6-dimethylpyrimidine-5-carbonitrile